COC1=C(C=CC(=N1)C(=O)O)C(=O)OC 6-methoxy-5-(methoxycarbonyl)picolinic acid